C(C)(=O)NCCCCCC(=O)O 6-acetamidohexanic acid